6-(6-spiro[2H-benzofuran-3,1'-cyclopropan]-4-yloxy-3-pyridinyl)-4H-imidazo[4,5-c]pyrazol-5-one C12(CC1)COC1=C2C(=CC=C1)OC1=CC=C(C=N1)N1C(NC=2C1=NNC2)=O